tris{2-[2-(2-hydroxyethoxy)ethoxy]ethyl}amine OCCOCCOCCN(CCOCCOCCO)CCOCCOCCO